ethyl (Z)-2-(1-ethoxyethylidene)-3-oxopentanoate C(C)O\C(\C)=C(/C(=O)OCC)\C(CC)=O